BrC1=C2C(=C(N=C1)OC)NC(=C2C(=O)OCC)C ethyl 4-bromo-7-methoxy-2-methyl-1H-pyrrolo[2,3-c]pyridine-3-carboxylate